FC(C(=O)N1CC(CC1)NC(CC1=NC=C2C=CC(=NC2=C1)C1=NC(=CC=C1)N1C[C@@H](O[C@@H](C1)C)C)=O)F N-(1-(2,2-difluoroacetyl)pyrrolidin-3-yl)-2-(2-(6-((cis)-2,6-dimethylmorpholino)pyridin-2-yl)-1,6-naphthyridin-7-yl)acetamide